N1=C(C=CC=C1)CNC1=CC=C2C(=CC(OC2=C1)=O)C1=C(C=CC=C1)C 7-((pyridin-2-ylmethyl)amino)-4-(o-tolyl)-2H-chromen-2-one